2,2-di(t-butylperoxy)propane 2-((2-((3-(ditetradecylamino)propanoyl)oxy)ethyl)disulfaneyl)ethyl-6-(ditetradecylamino)hexanoate C(CCCCCCCCCCCCC)N(CCC(=O)OCCSSCCOC(CCCCCN(CCCCCCCCCCCCCC)CCCCCCCCCCCCCC)=O)CCCCCCCCCCCCCC.C(C)(C)(C)OOC(C)(C)OOC(C)(C)C